(6S,8R)-6-(5-((1-(3-fluoropropyl)azetidin-3-yl)amino)-3-methoxyPyridin-2-yl)-8-methyl-7-(2,2,2-trifluoroethyl)-3-trityl-6,7,8,9-tetrahydrooxazolo[5,4-f]Isoquinolin-2(3H)-one FCCCN1CC(C1)NC=1C=C(C(=NC1)[C@H]1N([C@@H](CC2=C3C(=CC=C12)N(C(O3)=O)C(C3=CC=CC=C3)(C3=CC=CC=C3)C3=CC=CC=C3)C)CC(F)(F)F)OC